Cl.Cl.Cl.C1NCC12CC(C2)N2CCC(CC2)C=2C=C(C1=C(NC(=N1)C1=CC(=C(C=C1)OC)OC)C2)C 6-(1-(2-Azaspiro[3.3]hept-6-yl)piperidin-4-yl)-2-(3,4-dimethoxyphenyl)-4-methyl-1H-benzo[d]imidazole tri-hydrochloride